COC1=C2C(=CNC2=CC=C1)CC(=O)N1CCCC1 2-(4-methoxy-1H-indol-3-yl)-1-(pyrrolidin-1-yl)ethanone